6-Methyl-N-(pyrimidin-2-yl)-7,8-dihydro-6H-cyclopenta[e]imidazo[1,2-a]pyridine-4-carboxamide CC1CCC2=C1C=C(C=1N2C=CN1)C(=O)NC1=NC=CC=N1